C1(=CC=C(C=C1)N1N=NC(=C1)CO)C 1-p-tolyl-1H-1,2,3-triazole-4-methanol